FC1=C2C=C(N=NC2=CC(=C1)C=1C=C(C=2N(N1)C=C(N2)C)CO)C2CCN(CC2)CCO 2-(4-{5-fluoro-7-[8-(hydroxymethyl)-2-methylimidazo[1,2-b]pyridazin-6-yl]cinnolin-3-yl}piperidin-1-yl)ethan-1-ol